N(=[N+]=[N-])C1=CC(=NC=C1)C=1N=NNN1 4-Azido-2-(2H-tetrazol-5-yl)pyridine